ClC(C(F)F)(C(F)F)Cl 2,2-dichloro-1,1,3,3-tetrafluoropropane